(2-((5-Chloro-2-((4-(2-(dimethylamino)-7-azaspiro[3.5]non-7-yl)-5-fluoro-2-methoxyphenyl)amino)pyrimidin-4-yl)amino)-4,5-dimethylphenyl)dimethylphosphine oxide ClC=1C(=NC(=NC1)NC1=C(C=C(C(=C1)F)N1CCC2(CC(C2)N(C)C)CC1)OC)NC1=C(C=C(C(=C1)C)C)P(C)(C)=O